Cl.C(C)OC(CN)=O glycine ethyl ester, hydrochloride